C(CC)N1C(NC2=C(C1=O)SC1=C2C=CC=C1)=S 3-propyl-2-thioxo-2,3-dihydrobenzo[4,5]thieno[3,2-d]pyrimidin-4(1H)-one